C(CCCCNC(=O)[O-])NC(=O)OCCC n-propyl 1,5-pentanedicarbamate